CC1=CC=C(C=C1)S(=O)(=O)OCCOCCOCCOS(=O)(=O)C1=CC=C(C=C1)C (ethane-1,2-diylbis(oxy))bis(ethane-2,1-diyl) bis(4-methyl benzenesulfonate)